tert-Butyl 4-[2-(2-carbamoylbenzothiophen-3-yl) morpholin-4-yl]sulfonylpiperidine-1-carboxylate C(N)(=O)C=1SC2=C(C1C1CN(CCO1)S(=O)(=O)C1CCN(CC1)C(=O)OC(C)(C)C)C=CC=C2